[(2S,5S)-2,3-dihydro-2,5-methano-1,4-benzoxazepin-4(5H)-yl](1-methyl-2-oxabicyclo[2.1.1]hexan-4-yl)methanone O1[C@@H]2CN([C@H](C3=C1C=CC=C3)C2)C(=O)C23COC(C2)(C3)C